S(=O)(=O)(O)O.OCC(=O)C1=NC2=CC=CC=C2C=C1 hydroxyquinolyl-ethanone sulfate